COC(=O)C1=C(C=CC=C1)B(O)O 2-methoxycarbonylphenylboronic acid